CC1=CN=C(S1)C1=CC2=C(N=CN=C2OCOCC[Si](C)(C)C)N=C1 5-methyl-2-(4-((2-(trimethylsilyl)ethoxy)-methoxy)pyrido[2,3-d]pyrimidin-6-yl)thiazole